CC1=CC(=NN1)NC1=NSC(=N1)NC1CC2CCC(C1)N2CCC#N 3-((3-Exo)-3-((3-((5-methyl-1H-pyrazol-3-yl)amino)-1,2,4-thiadiazol-5-yl)amino)-8-azabicyclo[3.2.1]oct-8-yl)propionitrile